N=1N(N=C2C1C=CC=C2)C2=C(C(=CC(=C2)C(C)(CC(C)(C)C)C)S(=O)(=O)CC2=CC=CC=C2)O 2-(2H-benzotriazol-2-yl)-6-toluenesulfonyl-4-(2,4,4-trimethylpent-2-yl)phenol